CCCCCCCCC(CCCCCCCC)OC(CCCCN(CCCCCCCCCCC(=O)OCCCC)CCO)=O Butyl 11-((5-(heptadecan-9-yloxy)-5-oxopentyl)(2-hydroxyethyl)amino)undecanoate